2'-({1-[4-(Hydroxymethyl)pyridin-2-ylsulfonyl]piperidin-4-yl}amino)-7'-[(1R,3R)-3-(oxan-2-yloxy)cyclohexyl]spiro[cyclopropane-1,5'-pyrrolo[2,3-d]pyrimidin]-6'-one OCC1=CC(=NC=C1)S(=O)(=O)N1CCC(CC1)NC=1N=CC2=C(N1)N(C(C21CC1)=O)[C@H]1C[C@@H](CCC1)OC1OCCCC1